2-amino-3-hydroxy-N-(6-(6-(3-methoxy-2-methylphenyl)-1-oxophthalazin-2(1H)-yl)pyridin-3-yl)propanamide NC(C(=O)NC=1C=NC(=CC1)N1C(C2=CC=C(C=C2C=N1)C1=C(C(=CC=C1)OC)C)=O)CO